3-(4-(2,4-difluorobenzyloxy)-3-bromo-6-methyl-2-oxopyridin-1(2H)-yl)-N,N-dimethylbenzamide FC1=C(COC2=C(C(N(C(=C2)C)C=2C=C(C(=O)N(C)C)C=CC2)=O)Br)C=CC(=C1)F